ClC=1C=C(CS(=O)(=O)N2OCC[C@H]2C2=CC=CC=C2)C=CC1 (S)-2-((3-chlorobenzyl)sulfonyl)-3-phenylisoxazolidine